(S)-2-(2-(methylamino)phenyl)pyrrolidine-1-carboxylic acid benzyl ester C(C1=CC=CC=C1)OC(=O)N1[C@@H](CCC1)C1=C(C=CC=C1)NC